CC(C)N1N=CC(=C1)NC(CC1=CC=C(C=C1)C1=CC=2N(C=C1)N=CN2)=O N-(1-Propan-2-ylpyrazol-4-yl)-2-[4-([1,2,4]triazolo[1,5-a]pyridin-7-yl)phenyl]acetamide